3-acetyl-8-bromo-5-chloro-2-((4-((trifluoromethyl)sulfinyl)benzyl)sulfinyl)quinolin-4(1H)-one C(C)(=O)C1=C(NC2=C(C=CC(=C2C1=O)Cl)Br)S(=O)CC1=CC=C(C=C1)S(=O)C(F)(F)F